ClC=1C(N(C(=CC1OCC1=NC=C(C=C1F)F)C)C1=CC(=NC=C1C)C1=NC(=NC=C1F)C(C(=O)N)(C)C)=O 2-(4-(3-chloro-4-((3,5-difluoropyridin-2-yl)methoxy)-5',6-dimethyl-2-oxo-2H-[1,4'-bipyridin]-2'-yl)-5-fluoropyrimidin-2-yl)-2-methylpropanamide